3-(4-cyano-2-methoxy-phenoxy)-5-methyl-N-[3-(methylsulfonylcarbamoyl)phenyl]-6-(trifluoromethyl)pyridazine-4-carboxamide C(#N)C1=CC(=C(OC=2N=NC(=C(C2C(=O)NC2=CC(=CC=C2)C(NS(=O)(=O)C)=O)C)C(F)(F)F)C=C1)OC